N-((S)-(4,4-Difluorocyclohexyl)(7-(((3S*,5S)-2-oxo-5-(trifluoromethyl)pyrrolidin-3-yl)methyl)imidazo[1,2-b]pyridazin-2-yl)methyl)-4-methoxy-1,2,5-oxadiazole-3-carboxamide FC1(CCC(CC1)[C@H](NC(=O)C1=NON=C1OC)C=1N=C2N(N=CC(=C2)C[C@@H]2C(N[C@@H](C2)C(F)(F)F)=O)C1)F |o1:27|